Cl.N[C@H](C(=O)NC1C(NC(CC1)=O)=O)CCC1CCCCC1 (2S)-2-amino-4-cyclohexyl-N-(2,6-piperidinedione-3-yl)butanamide hydrochloride